C(CCS(=O)(=O)[O-])S(=O)(=O)[O-].[K+].[K+] potassium 1,3-propanedisulfonate